1-(3-chloro-5'-fluoro-2'-hydroxy-3'-(2-(1-methylhexahydropyrrolo[3,4-b]pyrrol-5(1H)-yl)pyridin-4-yl)-[1,1'-biphenyl]-4-yl)-3-methyl-1H-imidazol-2(3H)-one ClC=1C=C(C=CC1N1C(N(C=C1)C)=O)C1=C(C(=CC(=C1)F)C1=CC(=NC=C1)N1CC2N(CCC2C1)C)O